(R)-N-((R)-1-(4-bromothien-2-yl)ethyl)-2-methylpropane-2-sulfinamide BrC=1C=C(SC1)[C@@H](C)N[S@](=O)C(C)(C)C